(Z)-3-bromo-3-(p-nitrophenyl)acrolein Br\C(=C/C=O)\C1=CC=C(C=C1)[N+](=O)[O-]